methyl (1S,3S)-3-((6-(5-((((cyclobutylmethyl)(methyl)carbamoyl)oxy)methyl)-1-methyl-1H-1,2,3-triazol-4-yl)-2-cyclopropylpyridin-3-yl)oxy)cyclohexane-1-carboxylate C1(CCC1)CN(C(=O)OCC1=C(N=NN1C)C1=CC=C(C(=N1)C1CC1)O[C@@H]1C[C@H](CCC1)C(=O)OC)C